N-(tert-Butyl)-5-(1-cyclopropyl-5,6-difluoro-1H-benz[d]imidazol-2-yl)pyrimidin-4-amin C(C)(C)(C)NC1=NC=NC=C1C1=NC2=C(N1C1CC1)C=C(C(=C2)F)F